C(C1=CC=CC=C1)OC1(C(C=C(C=C1)CC1=C(C=CC(=C1)Br)Cl)F)O 1-benzyloxy-4-[(5-bromo-2-chloro-phenyl)methyl]-2-fluorophenol